[Na+].[Na+].OC1=C(C=C(C=C1O)S(=O)(=O)[O-])S(=O)(=O)[O-] 4,5-dihydroxy-1,3-benzendisulfonic acid disodium salt